4-(7-[4-carboxy-3-(trifluoromethyl)phenyl]-10-[2-(morpholin-4-yl)ethyl]phenoxazin-3-yl)-2-(trifluoromethyl)benzoic acid C(=O)(O)C1=C(C=C(C=C1)C=1C=C2OC=3C=C(C=CC3N(C2=CC1)CCN1CCOCC1)C1=CC(=C(C(=O)O)C=C1)C(F)(F)F)C(F)(F)F